S1C=NC(=C1)CC 1-(thiazol-4-yl)ethan